BrC1=C(C(=O)OC)C=CC(=C1)OC(F)(F)F methyl 2-bromo-4-(trifluorometh-oxy)benzoate